1-{2-[(tert-butyldimethylsilyl)oxy]ethyl}-3-methoxypyrazole-4-amine [Si](C)(C)(C(C)(C)C)OCCN1N=C(C(=C1)N)OC